isopropyl (2R,3S,5R)-2-((((1S,3S,6R)-6-(5-fluoropyrimidin-2-yl)bicyclo[4.1.0]heptan-3-yl)oxy)methyl)-5-methyl-3-(methylsulfonamido)pyrrolidine-1-carboxylate FC=1C=NC(=NC1)[C@]12CC[C@@H](C[C@@H]2C1)OC[C@@H]1N([C@@H](C[C@@H]1NS(=O)(=O)C)C)C(=O)OC(C)C